2,4-bis-methoxymethoxy-benzaldehyde COCOC1=C(C=O)C=CC(=C1)OCOC